N6-methyl-2-(1,6-naphthyridine-2-carboxamido)-5-oxohexanediamide CNC(C(CCC(C(=O)N)NC(=O)C1=NC2=CC=NC=C2C=C1)=O)=O